3-(4-(trifluoromethyl)phenethyl)-1H-pyrazole-5-carboxylic acid FC(C1=CC=C(CCC2=NNC(=C2)C(=O)O)C=C1)(F)F